3-(dimethylamino)-2-(ethylsulfonyl)-1-(5-(nonafluorobutyl)pyridin-2-yl)prop-2-en-1-one CN(C=C(C(=O)C1=NC=C(C=C1)C(C(C(C(F)(F)F)(F)F)(F)F)(F)F)S(=O)(=O)CC)C